3-(((3-bromo-6,7-dihydrospiro[cyclopenta[d]pyrazolo[1,5-a]pyrimidine-5,4'-piperidine]-8-yl)amino)methyl)-5-fluorobenzonitrile hydrochloride Cl.BrC=1C=NN2C1N=C1C(=C2NCC=2C=C(C#N)C=C(C2)F)CCC12CCNCC2